2,5-Dichloro-N4-(Benzo[d][1,3]dioxol-5-yl)pyrimidin-4-amine ClC1=NC=C(C(=N1)NC1=CC2=C(OCO2)C=C1)Cl